8-cyclopentyl-7-oxo-5,6,7,8-tetrahydropyrido[2,3-d]pyrimidin C1(CCCC1)N1C(CCC2=C1N=CN=C2)=O